C(C1=CC=C(C(=N1)C(=O)OC)C1=NC=CC=N1)([2H])([2H])[2H] methyl 6-(methyl-d3)-3-(pyrimidin-2-yl)picolinate